acrylic acid, octadecyl ester C(C=C)(=O)OCCCCCCCCCCCCCCCCCC